methyl (E)-3-(3-fluoro-5-(N-((4-(1-methyl-1H-indazol-5-yl)phenyl)methyl-d)cyclohexanecarboxamido)phenyl)acrylate FC=1C=C(C=C(C1)N(C(=O)C1CCCCC1)C([2H])C1=CC=C(C=C1)C=1C=C2C=NN(C2=CC1)C)/C=C/C(=O)OC